Methyl 2-[2-chloro-4-(4-chlorophenoxy)phenyl]-2-hydroxy-3-(1,2,4-triazol-1-yl)-propanoate ClC1=C(C=CC(=C1)OC1=CC=C(C=C1)Cl)C(C(=O)OC)(CN1N=CN=C1)O